[Pd].[Ru].[Ir].[Pt].[C-]#N.C(CCCC)[NH+]1C(CCC1)C 1-Pentyl-2-Methylpyrrolidinium cyanid platinum iridium ruthenium palladium